N=1C=NN2C1C=C(C=C2)OC2=C(C=C(C=C2)NC2=NC=NN1C2=C(C=C1)C1C2CN(C(C1)CC2)C(=O)OC(C)(C)C)C tert-butyl 5-(4-((4-([1,2,4]triazolo[1,5-a]pyridin-7-yloxy)-3-methylphenyl)amino)pyrrolo[2,1-f][1,2,4]triazin-5-yl)-2-azabicyclo[2.2.2]octane-2-carboxylate